6-Fluorobenzofuran-5-carboxylic acid methyl ester COC(=O)C=1C(=CC2=C(C=CO2)C1)F